[N+](=O)([O-])C=1C(=CC(=NC1)N1N=CC=N1)N[C@H]1C[C@H](CCC1)NC(OC(C)(C)C)=O tert-butyl N-[(1S,3R)-3-[[5-nitro-2-(triazol-2-yl)-4-pyridyl]amino]cyclohexyl]carbamate